C(C)(CC)[Li] sec-Butyl-lithium